Br\C=C/1\C(CN(CC1)C(=O)OC(C)(C)C)(C)C tert-Butyl (4E)-4-(bromomethylene)-3,3-dimethylpiperidine-1-carboxylate